NC=1NC(C=2N(C(N(C2N1)[C@@H]1O[C@@H]([C@H]([C@H]1O)F)CO)=O)CC(C)C)=O 2-Amino-9-((2R,3S,4S,5R)-4-fluoro-3-hydroxy-5-(hydroxymethyl)tetrahydrofuran-2-yl)-7-isobutyl-7,9-dihydro-1H-purin-6,8-dion